FC1(CC(C1)N1N=CC(=C1)CN)F (1-(3,3-difluorocyclobutyl)-1H-pyrazol-4-yl)methylamine